(9H-fluoren-9-yl)methyl (R)-2-((4-(1,3-dithiolan-2-yl)phenyl)carbamoyl)pyrrolidine-1-carboxylate S1C(SCC1)C1=CC=C(C=C1)NC(=O)[C@@H]1N(CCC1)C(=O)OCC1C2=CC=CC=C2C=2C=CC=CC12